Pentadecenoic acid CCCCCCCCCCCC/C=C/C(=O)O